2-(4-cyclopropyl-1H-imidazol-1-yl)-5-(6-(4-isopropyl-4H-1,2,4-triazol-3-yl)pyridin-2-yl)thieno[2,3-d]Pyridazin-4(5H)-one C1(CC1)C=1N=CN(C1)C1=CC2=C(C=NN(C2=O)C2=NC(=CC=C2)C2=NN=CN2C(C)C)S1